8-(4-((Cyclopropylmethyl)(2-hydroxyphenyl)amino)piperidin-1-yl)-5-methyl-6-oxo-5,6-dihydro-1,5-naphthyridine-2-carbonitrile C1(CC1)CN(C1CCN(CC1)C1=CC(N(C=2C=CC(=NC12)C#N)C)=O)C1=C(C=CC=C1)O